2-(4-methoxyphenyl)-N-((5-(2,6-dioxopiperidin-3-yl)-4-oxo-5,6-dihydro-4H-thieno[3,4-c]pyrrol-1-yl)methyl)-2-oxoacetamide COC1=CC=C(C=C1)C(C(=O)NCC=1SC=C2C1CN(C2=O)C2C(NC(CC2)=O)=O)=O